BrC1=CC=C(C=C1)NS(=O)(=O)C=1C=C(C(=O)NC2=CC(=C(C=C2)F)F)C=CC1OC 3-(N-(4-bromophenyl)sulfamoyl)-N-(3,4-difluorophenyl)-4-methoxybenzamide